5-chloro-3-fluoro-2-[1-methyl-5-[(3R)-1-methylpyrrolidin-3-yl]oxy-imidazo[4,5-b]pyrazin-2-yl]phenol ClC=1C=C(C(=C(C1)O)C1=NC=2C(=NC=C(N2)O[C@H]2CN(CC2)C)N1C)F